ClC1=C(C(=O)NC=2C=NC(=C(C2)Cl)N2CC3C(C3C2)(F)F)C=C(C(=C1)C1=C(C=NC=C1)C#C)F 2-chloro-N-(5-chloro-6-(6,6-difluoro-3-azabicyclo[3.1.0]hexan-3-yl)pyridin-3-yl)-4-(3-ethynylpyridin-4-yl)-5-fluorobenzamide